tert-butyl 9-(4-amino-5-(4-cyclopropoxyphenyl)-7-(difluoromethyl)-7H-pyrrolo[2,3-d]pyrimidin-6-yl)-3-azaspiro[5.5]undec-8-ene-3-carboxylate NC=1C2=C(N=CN1)N(C(=C2C2=CC=C(C=C2)OC2CC2)C2=CCC1(CCN(CC1)C(=O)OC(C)(C)C)CC2)C(F)F